lithium-niobium-tungsten [W].[Nb].[Li]